BrC=1C=C2C(=NN(C(C2=CC1)=O)CC1=CC=C(C=C1)OC)OC1C(C1)F 6-bromo-4-(2-fluorocyclopropoxy)-2-(4-methoxybenzyl)phthalazin-1(2H)-one